CS(=O)(=O)C1=CC(=C(C)C=C1)[N+](=O)[O-] 4-methylsulfonyl-2-nitrotoluene